ClC1=C(C#N)C=C(C=C1)C(=O)N1CC=2C(=NN3C2C(N(C[C@H]3C)C(C)C=3C=NC(=CC3)C(F)(F)F)=O)C[C@H]1C 2-chloro-5-((3r,7r)-3,7-dimethyl-10-oxo-9-(1-(6-(trifluoromethyl)pyridin-3-yl)ethyl)-1,2,3,4,7,8,9,10-octahydropyrido[4',3':3,4]pyrazolo[1,5-a]pyrazine-2-carbonyl)benzonitrile